4-(3-((4-methylpiperazin-1-yl)methyl)-6-(p-tolyl)benzofuran-5-yl)benzonitrile CN1CCN(CC1)CC1=COC2=C1C=C(C(=C2)C2=CC=C(C=C2)C)C2=CC=C(C#N)C=C2